(3R,5'S)-6-bromo-1'-(N-methyl-N-(4,6,7-trifluoro-1H-indole-2-carbonyl)-L-leucyl)-2-oxospiro[indoline-3,3'-pyrrolidine]-5'-carboxamide BrC1=CC=C2C(=C1)NC([C@@]21CN([C@@H](C1)C(=O)N)C([C@@H](N(C(=O)C=1NC2=C(C(=CC(=C2C1)F)F)F)C)CC(C)C)=O)=O